CC1CCCC2C(C3=CC=CC=C3C(C12)=O)=O 1-methyl-1,2,3,4,4a,9a-hexahydroanthraquinone